4-((2-hydroxyethyl)(4-(5,6,7,8-tetrahydro-1,8-naphthyridin-2-yl)butyl)amino)-2-(quinazolin-4-ylamino)butanoic acid OCCN(CCC(C(=O)O)NC1=NC=NC2=CC=CC=C12)CCCCC1=NC=2NCCCC2C=C1